ClC1C=2N(C3=C(CC14OCCO4)C=CC=C3)C(=NN2)C2CCC(CC2)(CCC)OCC chloro-1'-(trans-4-ethoxy-4-propylcyclohexyl)-4'H,6'H-spiro[1,3-dioxolane-2,5'-[1,2,4]triazolo[4,3-a][1]benzazepine]